(5-chloro-7-morpholinopyrazolo[1,5-a]pyrimidin-2-yl)(morpholino)methanone ClC1=NC=2N(C(=C1)N1CCOCC1)N=C(C2)C(=O)N2CCOCC2